5-Fluoro-4-methyl-4'-((4-methylpiperazin-1-yl)sulfonyl)-[1,1'-biphenyl]-3-amine FC=1C(=C(C=C(C1)C1=CC=C(C=C1)S(=O)(=O)N1CCN(CC1)C)N)C